C(C1CO1)CO[Si](OC)(OC)CCC (2,3-epoxypropyl)propyltrimethoxysilane